azobenzene sodium salt [Na].N(=NC1=CC=CC=C1)C1=CC=CC=C1